NC1=CC=C(C=C1)C=1NC2=CC=CC=C2C1C(C[N+](=O)[O-])C1=CC=C(C=C1)B(O)O (4-(1-(2-(4-aminophenyl)-1H-indol-3-yl)-2-nitroethyl)phenyl)boronic acid